6-benzyl-N-cyclopropyl-N-methylpyridine-2,4-dicarboxamide C(C1=CC=CC=C1)C1=CC(=CC(=N1)C(=O)N(C)C1CC1)C(=O)N